N-boc-cis-4-fluoro-L-proline C(=O)(OC(C)(C)C)N1[C@@H](C[C@@H](C1)F)C(=O)O